ClC1=C(C(=CC=C1)Cl)C(C)N1N=C(C(=C1)N)C 1-(1-(2,6-dichlorophenyl)ethyl)-3-methyl-1H-pyrazol-4-amine